N,N-dimethyl-2-phenethylamine CN(C)CCC1=CC=CC=C1